dimethyl-aminotin C[Sn](N)C